BrCCC1=NC=CC=C1 (2-bromoethyl)pyridine